O1COC2=C1C=CC(=C2)[C@H](C)N2CCN(CC2)C=2SC(=CN2)C(=O)NC (S)-2-(4-(1-(benzo[d][1,3]dioxol-5-yl)ethyl)piperazin-1-yl)-N-methylthiazole-5-carboxamide